((1R,4R)-4-((2-(2,6-dioxopiperidin-3-yl)-1-oxoisoindolin-4-yl)amino)cyclohexyl)carbamic acid tert-butyl ester C(C)(C)(C)OC(NC1CCC(CC1)NC1=C2CN(C(C2=CC=C1)=O)C1C(NC(CC1)=O)=O)=O